N12CCN(C(CC1)CC2)C=2C=CC(=NC2)NC2=NC=C(C(=N2)C2=C(C=1C(N(C=C(C1S2)C(C)C)C)=O)C)F 2-(2-((5-(1,4-Diazabicyclo[3.2.2]nonan-4-yl)pyridin-2-yl)amino)-5-fluoropyrimidin-4-yl)-7-isopropyl-3,5-dimethylthieno[3,2-c]pyridin-4(5H)-one